N(C1=CC=CC=C1)C1=NC(=NC(=N1)N(C)CCO)NC=1C=C(C(=CC1)C=CC=1C(=CC(=CC1)NC1=NC(=NC(=N1)NC1=CC=CC=C1)N(CCO)C)S(=O)(=O)[O-])S(=O)(=O)[O-].[Na+].[Na+] disodium 4,4'-bis{[4-anilino-6-(N-2-hydroxyethyl-N-methylamino)-s-triazine-2-yl]-amino}-2,2'-stilbenedisulfonate